N=S(/C=C/CNC(=O)C=1C(NC=2CCCCC2C1)=O)(=O)C1=CC(=C(C(=C1)C)OC)C N-[(2E)-3-[imino(4-methoxy-3,5-dimethylphenyl)oxo-λ6-sulfanyl]prop-2-en-1-yl]-2-oxo-1,2,5,6,7,8-hexahydroquinoline-3-carboxamide